ClC1=CC(=C(C=N1)C(=O)OC(C)(C)C)N[C@@H](C(=O)N)C Tert-butyl 6-chloro-4-[[(1R)-2-amino-1-methyl-2-oxo-ethyl]amino]pyridine-3-carboxylate